N-(Fluorosulfonyl)carbamate FS(=O)(=O)NC([O-])=O